N-(3-(3-(9H-purin-6-yl)pyridin-2-ylamino)-4-methylphenyl)-3,4-dichlorobenzamide N1=CN=C2NC=NC2=C1C=1C(=NC=CC1)NC=1C=C(C=CC1C)NC(C1=CC(=C(C=C1)Cl)Cl)=O